C(C)C1=C2C(=CC(=C1)O2)OCCCCCCCCCCCCCCCCCC (2-ethyl-6-stearyl-oxy-1,4-phenylene) ether